5-phenylphenazine C1(=CC=CC=C1)N1C=2C=CC=CC2NC2=CC=CC=C12